FC1=CC=C(C(=S)C2=CC=C(C=C2)C)C=C1 4-fluoro-4'-methylthiobenzophenone